dichloro(p-methyl-isopropylphenyl)triphenylphosphine ruthenium dichloride [Ru](Cl)Cl.ClC1=C(C(=C(C=C1)P(C1=CC=CC=C1)C1=CC=CC=C1)C1=C(C=C(C=C1)C)C(C)C)Cl